1-(3-bromo-2-fluorophenyl)-N-methoxy-N-methyl-3-(trifluoromethyl)-1H-pyrazole-5-carboxamide BrC=1C(=C(C=CC1)N1N=C(C=C1C(=O)N(C)OC)C(F)(F)F)F